N-but-3-enyl-N-isopropyl-5-nitro-3-(trifluoromethyl)pyridin-2-amine C(CC=C)N(C1=NC=C(C=C1C(F)(F)F)[N+](=O)[O-])C(C)C